2'-Bromo-5'-[(4-methoxyphenyl)methyl]-3'-methylspiro[cyclopropane-1,6'-thieno[2,3-c]pyrrole]-4'-one BrC1=C(C2=C(C3(N(C2=O)CC2=CC=C(C=C2)OC)CC3)S1)C